benzindolinium iodide salt [I-].[NH2+]1CCC2=CC=C3C(=C12)C=CC=C3